N1=C(N=CC2=C1NC=C2C=2C=C1C=CC=NC1=CC2)C=2C=C1C=CC=NC1=CC2 6,6'-(7H-pyrrolo[2,3-d]pyrimidine-2,5-diyl)diquinoline